BrC1=CC=C(C(=O)N(C)CC(C)(C)O)C=C1 4-bromo-N-(2-hydroxy-2-methylpropyl)-N-methylbenzamide